N1(N=CCC1)C(=O)Cl 4,5-dihydro-1H-pyrazole-1-carbonyl chloride